S(N)(OC1=CC(=CC=C1)Cl)(=O)=O.[Na] Sodium m-chlorophenyl sulphamate